BrC1=C(C=CC=C1C=1N=C(C(=NC1)CN1CC(C1)O)OC)C1=C(C(=CC=C1)C=1N=C(C(=NC1)CN1CC(C1)O)OC)Br 1,1'-(((2,2'-dibromo-[1,1'-biphenyl]-3,3'-diyl)bis(3-methoxypyrazine-5,2-diyl))bis(methylene))bis(azetidin-3-ol)